1-((S)-1-(4-chloro-3-fluorophenyl)ethyl)-N3-methyl-1H-pyrazole-3,5-dicarboxamide ClC1=C(C=C(C=C1)[C@H](C)N1N=C(C=C1C(=O)N)C(=O)NC)F